C1(CC1)C(=O)N1CCN(CC1)C1(CNC1)F cyclopropyl-[4-(3-fluoroazetidin-3-yl)piperazin-1-yl]methanone